methyl 3-amino-4-iodoisoquinoline-7-carboxylate NC=1N=CC2=CC(=CC=C2C1I)C(=O)OC